COC1=CC(=C2C=CC=NC2=C1)N[C@H]1CN(CC1)CC(=O)N1[C@@H](CCC1)C#N (2S)-1-[2-[(3R)-3-[(7-methoxy-5-quinolinyl)amino]pyrrolidin-1-yl]acetyl]pyrrolidine-2-carbonitrile